CC1=C(N=NC(=C1)S[C@@H]1[C@@H]2CC[C@H](CC1)N2C)C2=C(C=C(C=C2)C(F)(F)F)O 2-(4-Methyl-6-(((1S,2S,5R)-8-methyl-8-azabicyclo[3.2.1]octan-2-yl)thio)pyridazin-3-yl)-5-(trifluoromethyl)phenol